5-(4-ethylpiperazin-1-yl)-2-(5-(8-methoxy-[1,2,4]triazolo[1,5-a]pyridin-6-yl)-4-(2,2,2-trifluoroethyl)-1H-pyrazol-3-yl)-4-methylthiazole C(C)N1CCN(CC1)C1=C(N=C(S1)C1=NNC(=C1CC(F)(F)F)C=1C=C(C=2N(C1)N=CN2)OC)C